4-[[(2S,3r,4r,5r)-3-(3,4-difluoro-2-hydroxy-phenyl)-4,5-dimethyl-5-(trifluoromethyl)tetrahydrofuran-2-carbonyl]amino]-1-oxo-pyridin-1-ium-2-carboxamide FC=1C(=C(C=CC1F)[C@@H]1[C@H](O[C@]([C@@H]1C)(C(F)(F)F)C)C(=O)NC1=CC([N+](C=C1)=O)C(=O)N)O